(4-amino-3-fluoro-phenyl)-(9-methoxy-3H-benzo[e]indol-2-yl)-methanone NC1=C(C=C(C=C1)C(=O)C=1NC=2C=CC3=C(C2C1)C(=CC=C3)OC)F